2-(3,5-dichlorophenyl)-4,4'-bidibenzo[b,d]furan ClC=1C=C(C=C(C1)Cl)C1=C(C2=C(OC3=C2C=CC=C3)C=C1)C1=CC=CC=3OC2=C(C31)C=CC=C2